C(#N)C=1C=CC=C2C(CCN(C12)C(=O)OC(C)(C)C)N1C(N(C2=NC(=NC=C2C1)NC1=CC=C(C=C1)N1CCN(CC1)C)C)=O tert-butyl 8-cyano-4-[1-methyl-7-[4-(4-methylpiperazin-1-yl) anilino]-2-oxo-4H-pyrimido[4,5-d]pyrimidin-3-yl]-3,4-dihydro-2H-quinoline-1-carboxylate